Tert-butyl-(1-((2-chloropyridin-4-yl)oxy)propan-2-yl)carbamic acid C(C)(C)(C)N(C(O)=O)C(COC1=CC(=NC=C1)Cl)C